methyl-o-vinylbenzyl glycidyl ether C(C1CO1)OC(C1=C(C=CC=C1)C=C)C